C(C)(C)OC1=C(C=CC=C1)C=[Ru] (2-Isopropoxyphenylmethylene)ruthenium (II)